4-ethynyl-1-fluoro-2-(trifluoromethoxy)benzene C(#C)C1=CC(=C(C=C1)F)OC(F)(F)F